5-Fluoro-6'-(methyl-d3)-[3,4'-bipyridine] FC=1C=C(C=NC1)C1=CC=NC(=C1)C([2H])([2H])[2H]